ClC=1C=C(C=CC1Cl)/C=C/C(=O)C1=C(C(=C(C=C1OC)OCOC)CC=C(C)C)OCOC (E)-3-(3,4-dichloro-phenyl)-1-(6-methoxy-2,4-bis(methoxymethoxy)-3-(3-methylbut-2-enyl)phenyl)prop-2-en-1-one